(R)-3-((1-cyclobutylpyrrolidin-2-yl)methyl)-7-fluoro-5-methoxy-1H-indole C1(CCC1)N1[C@H](CCC1)CC1=CNC2=C(C=C(C=C12)OC)F